OC1=C(C=C(C=C1C(C)(C)C)C(C)(C)C)N1N=C2C(=N1)C=CC(=C2)Cl 2-(2-hydroxy-3,5-Di-tert-butylphenyl)-5-chlorobenzotriazole